anthracene-9,10-diimine C1=CC=CC=2C(C3=CC=CC=C3C(C12)=N)=N